ClC=1C(=CC(=C(C(=O)NC2=CC(=NC=C2)[S@](=O)(C)=NC(OC(C)(C)C)=O)C1)N1CCC(CC1)C(F)(F)F)C(F)(F)F tert-butyl (R)-((4-(5-chloro-4-(trifluoromethyl)-2-(4-(trifluoromethyl)piperidin-1-yl)benzamido)pyridin-2-yl)(methyl)(oxo)-λ6-sulfaneylidene)carbamate